N-[5-([1-[4-(trifluoromethyl)phenyl]propan-2-yl]oxy)-1H-indol-3-yl]acetamide FC(C1=CC=C(C=C1)CC(C)OC=1C=C2C(=CNC2=CC1)NC(C)=O)(F)F